FC(CN(C(C1=C(C=CC(=C1)F)C=1C=C(N2C1C=NC=C2)C2CCNCC2)=O)C(C)C)F N-(2,2-difluoroethyl)-5-fluoro-2-[6-(piperidin-4-yl)pyrrolo[1,2-a]pyrazin-8-yl]-N-(isopropyl)benzamide